FC(C=1C(=CNC(C1)=O)C(=O)NC=1C(=CC(=C(C1)C=1CCN(CC1)C(=O)OC1(CCC1)C)F)N1C[C@H](N([C@H](C1)C)C)C)F (1-methylcyclobutyl) 4-[5-[[4-(difluoromethyl)-6-oxo-1H-pyridine-3-carbonyl]amino]-2-fluoro-4-[(3R,5S)-3,4,5-trimethylpiperazin-1-yl]phenyl]-3,6-dihydro-2H-pyridine-1-carboxylate